C1=CN(C=N1)CCO N-(2-hydroxyethyl)imidazole